BrC=1C=CC2=CN(N=C2C1)C1CC(NCC1)(C)C 6-bromo-2-(2,2-dimethyl-4-piperidyl)indazole